2-((6-(azetidin-3-ylamino)-2-cyclopropyl-8-fluoroquinolin-4-yl)(methyl)amino)-4-(4-fluorophenyl)thiazole-5-carbonitrile N1CC(C1)NC=1C=C2C(=CC(=NC2=C(C1)F)C1CC1)N(C=1SC(=C(N1)C1=CC=C(C=C1)F)C#N)C